S1C=CC2=C1C1=C(C=P2)SC=C1 dithiophenophosphorine